[Si](C)(C)(C(C)(C)C)OC[C@](CCCC)(C)NC1=CC(=NC2=CC(=CN=C12)N1CCCC1)NCC1=C(C=C(C=C1)OC)OC (R)-N4-(1-((tert-butyldimethylsilyl)oxy)-2-methylhex-2-yl)-N2-(2,4-dimethoxybenzyl)-7-(pyrrolidin-1-yl)-1,5-naphthyridine-2,4-diamine